C(CC)NC(C=C)=O N-propylacrylamid